N(=[N+]=[N-])CCOC=1C=CC=C2C(=CC=C(C12)C=O)OC 8-(2-azidoethoxy)-4-methoxynaphthalene-1-carbaldehyde